C[C@](N)(CCC(=O)O)C(=O)O L-α-methylglutamic acid